N,N-dimethyl-1-[(1S,2R)-2-octylcyclopropyl]-pentadecan-8-amine CN(C(CCCCCCC[C@@H]1[C@@H](C1)CCCCCCCC)CCCCCCC)C